(S)-(6,7-dichloro-1-methyl-1,3,4,5-tetrahydro-2H-pyrido[4,3-b]indol-2-yl)(5-fluoropyrimidin-2-yl)methanone ClC1=C(C=CC=2C3=C(NC12)CCN([C@H]3C)C(=O)C3=NC=C(C=N3)F)Cl